(S)-N-(2-cyclopropyl-3-(2,4-difluorophenyl)-2-methylpropyl)-6-oxo-1,6-dihydropyrimidine-2-carboxamide C1(CC1)[C@@](CNC(=O)C=1NC(C=CN1)=O)(CC1=C(C=C(C=C1)F)F)C